CC1CO1 (2R)-methyl ethylene oxide